IC1=CN=CC2=C1N=C(N=C2)SC 8-iodo-2-(methylthio)pyrido[4,3-d]Pyrimidine